FC(C1=NC(=C2C=C(N=CC2=C1)NC(=O)[C@@H]1C[C@@H](CCC1)NC(OC(C)(C)C)=O)NC(C)C)F tert-Butyl ((1R,3S)-3-((7-(difluoromethyl)-5-(isopropylamino)-2,6-naphthyridin-3-yl)carbamoyl)cyclohexyl)carbamate